C1CCC2=C(C=3CCCC3C=C12)NC(=O)NS(=O)(=O)C1=NN=CN1 N-((1,2,3,5,6,7-hexahydro-s-indacen-4-yl)carbamoyl)-4H-1,2,4-triazole-3-sulfonamide